tetracosanyl acrylate C(C=C)(=O)OCCCCCCCCCCCCCCCCCCCCCCCC